4-chloro-2,6-bis(trifluoromethyl)pyridine ClC1=CC(=NC(=C1)C(F)(F)F)C(F)(F)F